4-[3-[2,6-Dichloro-4-(1,4-diazacycloheptan-1-yl)benzoyl]-2,4-dihydro-1,3-benzoxazin-8-yl]-5-fluoro-2-morpholin-4-ylbenzoic acid ClC1=C(C(=O)N2COC3=C(C2)C=CC=C3C3=CC(=C(C(=O)O)C=C3F)N3CCOCC3)C(=CC(=C1)N1CCNCCC1)Cl